3-(aminomethyl)-6-(4-fluorophenyl)-5-[3-methyl-imidazo[1,2-a]pyridin-6-yl]pyrazin-2-amine NCC=1C(=NC(=C(N1)C=1C=CC=2N(C1)C(=CN2)C)C2=CC=C(C=C2)F)N